6-(1-((2-aminobenzoyl)oxy)ethyl)phenazine-1-carboxylic acid NC1=C(C(=O)OC(C)C2=C3N=C4C=CC=C(C4=NC3=CC=C2)C(=O)O)C=CC=C1